6-fluoro-3-iodo-1-p-toluenesulfonyl-1H-indole FC1=CC=C2C(=CN(C2=C1)S(=O)(=O)C1=CC=C(C)C=C1)I